C(CCC(=O)[O-])(=O)OCCC(C=C)=O acryloylethyl succinate